ClC1=CC=C(CCN[C@H](C(=O)C2=CNC3=CC(=CC=C23)C=2C=NN(C2)CC)C2=CC=CC=C2)C=C1 |r| (S)- and (R)-2-((4-chlorophenethyl)amino)-1-(6-(1-ethyl-1H-pyrazol-4-yl)-1H-indol-3-yl)-2-phenylethan-1-one